(R)-3-(1-((2-methyl-6-morpholinyl-7-oxo-6,7-dihydropyrido[4,3-d]pyrimidin-4-yl)amino)ethyl)-2-(trifluoromethyl)benzonitrile CC=1N=C(C=2C(N1)=CC(N(C2)N2CCOCC2)=O)N[C@H](C)C=2C(=C(C#N)C=CC2)C(F)(F)F